3,7,11,15-tetramethylhexadeca-10-en-1-yn-3-ol CC(C#C)(CCCC(CCC=C(CCCC(C)C)C)C)O